(S)-4-((S)-2-(2-((4-methyloxyphenyl)amino)-2-oxoacetamido)propanamido)-5-oxo-6-(2,3,5,6-tetrafluorophenoxy)hexanoic acid COC1=CC=C(C=C1)NC(C(=O)N[C@H](C(=O)N[C@@H](CCC(=O)O)C(COC1=C(C(=CC(=C1F)F)F)F)=O)C)=O